N-(2-(2-((6-morpholinylpyridin-3-yl)amino)quinazolin-8-yl)pyridin-4-yl)acetamide N1(CCOCC1)C1=CC=C(C=N1)NC1=NC2=C(C=CC=C2C=N1)C1=NC=CC(=C1)NC(C)=O